4-((5-cyclopropyl-1H-pyrazol-3-yl)amino)-6-methoxy-7-(3-(pyrrolidin-1-yl)propoxy)quinazolin-2-carbonitrile C1(CC1)C1=CC(=NN1)NC1=NC(=NC2=CC(=C(C=C12)OC)OCCCN1CCCC1)C#N